2-{2-[methyl-(piperidin-4-yl)amino][1,3]thiazolo[4,5-b]pyrazin-6-yl}-5-(1H-pyrazol-4-yl)phenol CN(C=1SC=2C(=NC=C(N2)C2=C(C=C(C=C2)C=2C=NNC2)O)N1)C1CCNCC1